ClC=1C=NC(=NC1)N[C@@H]1CN(CC1)C(=O)C1=CC=C(C=C1)NC(C=C)=O (S)-N-(4-(3-((5-chloropyrimidin-2-yl)amino)pyrrolidine-1-carbonyl)phenyl)acrylamide